C1(CC1)C1=NC=NC(=C1C=1N=C(C2=C(N1)NC(C=C2)=O)C)OC 2-(4-cyclopropyl-6-methoxypyrimidin-5-yl)-4-methyl-8H-pyrido[2,3-d]pyrimidin-7-one